1-(2-acetamidoacetyl)-4-fluoro-N-{[6-fluoro-5-(propan-2-yl)pyridin-2-yl][3-(1H-pyrazol-5-yl)phenyl]methyl}pyrrolidine-2-carboxamide C(C)(=O)NCC(=O)N1C(CC(C1)F)C(=O)NC(C1=CC(=CC=C1)C1=CC=NN1)C1=NC(=C(C=C1)C(C)C)F